C[C@]1(CC[C@H]2[C@H]([C@H]1[N+]#[C-])C3=C(C2(C)C)NC4=CC=CC=C43)C=C The molecule is a tetracyclic indole alkaloid that is produced by the Stigonematales genus of cyanobacteria. It has a role as a bacterial metabolite. It is an isocyanide, an organic heterotetracyclic compound and a fischerindole alkaloid.